2-(3-chlorophenyl)-6-ethylpyrimidin-4(3H)-one ClC=1C=C(C=CC1)C1=NC(=CC(N1)=O)CC